2-{[(3R,3'R)-3'-hydroxy-1,4-dihydro-1'H,2H-spiro[isoquinoline-3,4'-piperidin]-1'-yl]carbonyl}-6-methylimidazo[1,2-a]pyrimidin-7(1H)-one O[C@@H]1CN(CC[C@@]12NCC1=CC=CC=C1C2)C(=O)C=2NC=1N(C=C(C(N1)=O)C)C2